N1N=CC=2C=NC(=CC21)C=2C=C(C=CC2)C2=NOC(=C2)[C@]2(C(N(CC2)C)=O)O (R)-3-(3-(3-(1H-pyrazolo[4,3-c]pyridin-6-yl)phenyl)isoxazol-5-yl)-3-hydroxy-1-methylpyrrolidin-2-one